BrC1=C(C(=C(C=C1)S(=O)(=NC)C1CC1)F)F (4-bromo-2,3-difluorophenyl)(cyclopropyl)(methylimino)-λ6-sulfanone